(hydroxydecyl)(trimethoxy)silane OCCCCCCCCCC[Si](OC)(OC)OC